COC=1C=2N(C=C(N1)NC(=O)C=1N=CC(=NC1)N1C3CCN(C3C1)C(=O)OC(C)(C)C)C=C(N2)C tert-butyl 6-[5-[(8-methoxy-2-methyl-imidazo[1,2-a]pyrazin-6-yl)carbamoyl]pyrazin-2-yl]-2,6-diazabicyclo[3.2.0]heptane-2-carboxylate